NC=1C(=NNC1C(=O)OC)C=1CCCN(C1)C(=O)OC(C)(C)C Tert-butyl 5-(4-amino-5-(methoxycarbonyl)-1H-pyrazol-3-yl)-3,4-dihydropyridine-1(2H)-carboxylate